FC=1C=C2CN(CC2=CC1)C(=O)NC1=CC=C(C=C1)C=1CCN(CC1)C(C(=O)NCC(C)(C)O)=O 5-FLUORO-N-(4-(1-(2-((2-HYDROXY-2-METHYL-PROPYL)AMINO)-2-OXOACETYL)-1,2,3,6-TETRAHYDROPYRIDIN-4-YL)PHENYL)ISOINDOLINE-2-CARBOXAMIDE